NC=1C=CC(=C(C1)N1N=CC(=C1)C=1C=CC=C2C=NCN(C12)CC1=C(C=C(C=C1)OC)OC)C 8-(1-(5-Amino-2-methylphenyl)-1H-pyrazol-4-yl)-N-(2,4-dimethoxybenzyl)quinazoline